BrC=1C=C(C(=NC1)F)N1C=C(C=CC1=O)C(=O)OC methyl 1-(5-bromo-2-fluoro-3-pyridyl)-6-oxo-pyridine-3-carboxylate